CC1N(CC(NC1)C)CC1CCOCC1 2,5-dimethyl-1-(tetrahydro-2H-pyran-4-ylmethyl)piperazine